C(C(=C)C)(=O)O.C(C(=C)C)(=O)O.N1C=NC=C1.N1C=NC=C1 Bisimidazole Dimethacrylate